ClC1=C(C=C(C=C1)Cl)C1=NC(=NC=C1)C(=O)NC1=C(C=C(C=C1C)CC(=O)N(C)C)C 4-(2,5-Dichlorophenyl)-N-(4-(2-(dimethylamino)-2-oxoethyl)-2,6-dimethylphenyl)pyrimidine-2-carboxamide